The molecule is an organic heterohexacyclic compound that is a mycotoxic indole alkaloid obtained by prenylation of the 10-hydroxy group of verruculogen. It has a role as a mycotoxin. It is an aromatic ether, a diol, an indole alkaloid, an organic heterohexacyclic compound and an organic peroxide. It derives from a verruculogen. CC(=CCO[C@H]1C2=C3[C@H](CC(OO[C@@H](N3C4=C2C=CC(=C4)OC)C=C(C)C)(C)C)N5[C@@]1(C(=O)N6CCC[C@H]6C5=O)O)C